COC1CN(CC1)C1=NC=CC=C1 2-(3-methoxypyrrolidin-1-yl)pyridin